N'-(2-chloroacetyloxy)-3-(4-chlorophenyl)-3-hydroxycyclobutanecarboxamidine ClCC(=O)ON=C(N)C1CC(C1)(O)C1=CC=C(C=C1)Cl